C1(CC1)NC1=NC=CC(=C1)CN1C(N(C(C1(C)C)=O)C1=CC=C(C=C1)S(=O)(=O)C(F)(F)F)=O 1-((2-(cyclopropylamino)pyridin-4-yl)methyl)-5,5-dimethyl-3-(4-((trifluoromethyl)sulfonyl)phenyl)imidazolidine-2,4-dione